1-(1-(2-fluoro-4-nitrophenyl)piperidin-4-yl)-4-methylpiperazine FC1=C(C=CC(=C1)[N+](=O)[O-])N1CCC(CC1)N1CCN(CC1)C